CC1=C(C=CC=C1)C1COCCC(N1)=O 3-(2-methylphenyl)-1,4-oxazepan-5-one